ClC1=CC=C(C=C1)NC(=O)NC=1SC(=CC1)C=1C=NC=CC1 1-(4-Chlorophenyl)-3-[5-(pyridin-3-yl)thiophen-2-yl]urea